CN(S(=O)(=O)C=1C=C(C=CC1)NC(=O)C1=CC(=NC=C1)C(=O)OC)C1=CC=CC=C1 methyl 4-((3-(N-methyl-N-phenylsulfamoyl)phenyl)carbamoyl)picolinate